C(CCCCCCCCCCCCCCCCC)(=O)OCCCC(=O)C1=CC=C(C=C1)OC 4-(4-Methoxyphenyl)-4-oxobutyl stearate